N1C=NC(=C1)CNN1N=CC2=C(C=CC=C12)OC(=O)C=1C=C(C=CC1)C=1CCCCC1 ((((1H-imidazol-4-yl) methyl) amino)-1H-indazol-4-yl)-2',3',4',5'-tetrahydro-[1,1'-biphenyl]-3-carboxylate